CC1=C(C=NN1)C=1N=C(C2=C(N1)C=NC=C2)N2CCC1(CCN(C1)C)CC2 2-(5-methyl-1H-pyrazol-4-yl)-4-(2-methyl-2,8-diazaspiro[4.5]decan-8-yl)pyrido[3,4-d]pyrimidine